C(CCC#C)C1=NC2=NC=CC=C2C=C1 2-(pent-4-yn-1-yl)-1,8-naphthyridine